C1(CCCCC1)[C@H](C)OC1=C(C(=O)NC2CCC(CC2)(F)F)C=C(C(=C1)N1N=C2N(CCCC2)C1=O)F 2-[(1S)-1-cyclohexylethoxy]-N-(4,4-difluorocyclohexyl)-5-fluoro-4-(3-oxo-5,6,7,8-tetrahydro[1,2,4]triazolo[4,3-a]pyridin-2(3H)-yl)benzamide